1-(((5s,7s)-3-(1-(tert-butyl)-1H-1,2,3-triazol-4-yl)-7-methyl-2-oxo-1-oxa-3-azaspiro[4.5]decan-7-yl)methyl)-1H-benzo[d]imidazole-6-carbonitrile C(C)(C)(C)N1N=NC(=C1)N1C(O[C@]2(C1)C[C@@](CCC2)(C)CN2C=NC1=C2C=C(C=C1)C#N)=O